BrC=1C=C2C(C(C(OC2=CC1)O)(O)CCC1(COC2=CC=C(C=C2C1=O)Br)O)=O 6-Bromo-3-(2-(6-bromo-3-hydroxy-4-oxochroman-3-yl)ethyl)-2,3-dihydroxychroman-4-one